6-(4-(dimethylamino)piperidin-1-yl)phthalazin-1(2H)-one CN(C1CCN(CC1)C=1C=C2C=NNC(C2=CC1)=O)C